1-(imidazo[1,5-a]pyridin-3-yl)propan-2-amine C=1N=C(N2C1C=CC=C2)CC(C)N